caprylic acid nonyl ester C(CCCCCCCC)OC(CCCCCCC)=O